1-(2,4-dichlorophenethyl)-4-((3-fluoro-4-methyl-6-((5-methyl-1H-pyrazol-3-yl)amino)-pyridin-2-yl)methyl)piperidine-4-carboxylic acid ClC1=C(CCN2CCC(CC2)(C(=O)O)CC2=NC(=CC(=C2F)C)NC2=NNC(=C2)C)C=CC(=C1)Cl